COC1=C(C=NC(=C1)C(F)(F)F)[C@H]1[C@@H](O[C@]([C@H]1C)(C(F)(F)F)C)C(=O)NC1=CC(=NC=C1)C(=O)N (2R,3S,4S,5R)-4-[[3-[4-methoxy-6-(trifluoromethyl)-3-pyridinyl]-4,5-dimethyl-5-(trifluoromethyl)tetrahydrofuran-2-carbonyl]amino]pyridine-2-carboxamide